N6-[(2-chlorothien-3-yl)methyl]adenosine ClC=1SC=CC1CNC=1C=2N=CN([C@H]3[C@H](O)[C@H](O)[C@@H](CO)O3)C2N=CN1